N-(17-azido-3,6,9,12,15-pentaoxaheptadecyl)-4-(8-hydroxy-7-methoxy-4-oxochroman-2-yl)benzamide N(=[N+]=[N-])CCOCCOCCOCCOCCOCCNC(C1=CC=C(C=C1)C1OC2=C(C(=CC=C2C(C1)=O)OC)O)=O